BrC1=C(C(=O)O)C(=CC=C1)OC 2-bromo-6-methoxybenzoic acid